C1(CC1)N1C(=NN=C1)C1=CC=CC(=N1)C(=O)O 6-(4-cyclopropyl-4H-1,2,4-triazol-3-yl)picolinic acid